C1(CC1)SC1CCC(CC1)=O 4-(cyclopropylthio)cyclohexanone